C1=C(C=CC=2OC3=C(C21)C=CC=C3)C3=C2C(=NO3)C=CC=C2 3-(dibenzo[b,d]furan-2-yl)benzo[c]isoxazole